Ethyl 2-amino-6-cyano-6-(4-fluorophenyl)-4,5,6,7-tetrahydro-1-benzothiophene-3-carboxylate NC=1SC2=C(C1C(=O)OCC)CCC(C2)(C2=CC=C(C=C2)F)C#N